FC1(CN(CC1)C1CCC(CC1)NC(=O)C1=NC(=C2N1C=CN=C2)N2C=NC=C2)F N-((1r,4r)-4-(3,3-difluoropyrrolidin-1-yl)cyclohexyl)-1-(1H-imidazol-1-yl)imidazo[1,5-a]pyrazine-3-carboxamide